azobis(2-methylpropanenitrile) N(=NC(C#N)(C)C)C(C#N)(C)C